FC1=C(C=CC(=C1)F)CN1C(C(CC1=O)C1=CC=CC=C1)CC(=O)NS(=O)(=O)C 2-[1-[(2,4-difluorophenyl)methyl]-5-oxo-3-phenylpyrrolidin-2-yl]-N-methylsulfonylacetamid